3-chloro-2,6-difluoro-N-(6-fluoropyridin-2-yl)-4-(3a-methoxy-5-methylhexahydropyrrolo[3,4-c]pyrrol-2(1H)-yl)benzenesulfonamide ClC=1C(=C(C(=CC1N1CC2CN(CC2(C1)OC)C)F)S(=O)(=O)NC1=NC(=CC=C1)F)F